O1C(COCC1)C(=O)OC(=O)C1OCCOC1 dioxanic anhydride